1,3-dibutylpyrrolidinium methanesulfonate CS(=O)(=O)[O-].C(CCC)[NH+]1CC(CC1)CCCC